BrC1=NC=C(C(=C1)I)F 2-bromo-5-fluoro-4-iodopyridine